N-(1-((3-chloro-4-fluorophenyl)amino)-6-methylisoquinolin-7-yl)-4-(piperidin-1-yl)butanamide ClC=1C=C(C=CC1F)NC1=NC=CC2=CC(=C(C=C12)NC(CCCN1CCCCC1)=O)C